CC=1C=C(C(=O)O)C=C(C1S)C 3,5-dimethyl-4-sulfanylbenzoic acid